N[C@@H](C(F)(F)F)C=1C=C(C#N)C=CC1F (R)-3-(1-amino-2,2,2-trifluoroethyl)-4-fluorobenzonitrile